C(#N)/C(/C(=O)NC1=CC(=CC=C1)S(=O)(=O)C1=CC=CC=C1)=C(\C=1C=NOC1C)/O (Z)-2-cyano-3-hydroxy-3-(5-methylisoxazol-4-yl)-N-(3-(phenylsulfonyl)phenyl)acrylamide